C(C)(=O)N1CC(CC1)(OC)C=1C(N(C2=CC=NC(=C2C1)N[C@H](C)C1=C(C(=CC=C1)C(F)F)F)C)=O 3-(1-acetyl-3-methoxypyrrolidin-3-yl)-5-(((R)-1-(3-(difluoromethyl)-2-fluorophenyl)ethyl)amino)-1-methyl-1,6-naphthyridin-2(1H)-one